3-Cyclopropyl-6-(3,4-dimethylphenyl)-7-iodo-4-oxo-4,5-dihydropyrazolo[1,5-a]pyrazine-2-carboxylic acid C1(CC1)C=1C(=NN2C1C(NC(=C2I)C2=CC(=C(C=C2)C)C)=O)C(=O)O